C(CCCCCCCCCCCCCCCCC)(=O)OCC(COC(CCCCCCCCCCCCCCCCC)=O)(COC(CCCCCCCCCCCCCCCCC)=O)COC(CCCCCCCCCCCCCCCCC)=O mono-pentaerythritol tetrastearate